CC1=C(C=C(C=C1)C1=CC=C(C=C1)CCN1CCN(CC1)C)NC(=S)N 1-(4-Methyl-4'-(2-(4-methylpiperazin-1-yl)ethyl)-[1,1'-biphenyl]-3-yl)thiourea